C1=CC=CC=2C3=CC=CC=C3C(C12)COC(=O)N[C@@H](CCCCNC(\C=C\C=1C=NC=CC1)=O)C(=O)O (E)-N2-(((9H-fluoren-9-yl)methoxy)carbonyl)-N6-(3-(pyridin-3-yl)acryloyl)-L-lysine